ClC=1C=C(C=2N(N1)C(=CN2)C(N[C@H]2[C@H](C2)F)=O)N(C(OC(C)(C)C)=O)C tert-butyl N-(6-chloro-3-{[(1R,2S)-2-fluorocyclopropyl]carbamoyl}imidazo[1,2-b]pyridazin-8-yl)-N-methylcarbamate